ONC(=O)N1CN=C(C=C1)NC=1OC(=CN1)C1=CC=C(C=C1)C(F)(F)F N-hydroxy-6-((5-[4-(trifluoromethyl)phenyl]-1,3-oxazol-2-yl)amino)pyrimidine-3-carboxamide